COC=1C=CC=C2C=NNC12 7-methoxy-1H-indazole